N-(4-Fluorophenyl)-N-(4-((7-(hydrazinecarbonyl)quinolin-4-yl)oxy)phenyl)cyclopropane-1,1-dicarboxamide FC1=CC=C(C=C1)N(C(=O)C1(CC1)C(=O)N)C1=CC=C(C=C1)OC1=CC=NC2=CC(=CC=C12)C(=O)NN